(S)-(+)-alpha-methoxyphenyl-acetic acid COC(C1=CC=CC=C1)C(=O)O